Ethyl 2-(5-cyano-2,3-dihydrothieno[2',3':4,5]benzo[1,2-b][1,4]dioxin-7-yl)-4-methylthiazole-5-carboxylate C(#N)C1=C2C(=CC=3OCCOC31)C=C(S2)C=2SC(=C(N2)C)C(=O)OCC